CN1C2=C(CC[C@H](C1=O)NC(C1=NC=CC(=C1)OC1=CC=CC=C1)=O)C=CC(=C2)N2CCC1(CCOCC1)CC2 |r| (±)-N-(1-Methyl-2-oxo-8-(3-oxa-9-azaspiro[5.5]undecan-9-yl)-2,3,4,5-tetrahydro-1H-benzo[b]azepin-3-yl)-4-phenoxypicolinamid